2-[(4-tert-Butyl-2-fluoro-5-hydroxy-phenyl)methyl]-N-[1-(trifluoromethyl)cyclopropyl]imidazo[1,2-a]pyridine-7-carboxamide C(C)(C)(C)C1=CC(=C(C=C1O)CC=1N=C2N(C=CC(=C2)C(=O)NC2(CC2)C(F)(F)F)C1)F